1-((3R,4S)-3-fluoro-4-((6-fluoro-4-methoxy-5-(quinoxalin-6-yl)pyrrolo[2,1-f][1,2,4]triazin-2-yl)amino)piperidin-1-yl)-2-methylpropan-2-ol F[C@@H]1CN(CC[C@@H]1NC1=NN2C(C(=N1)OC)=C(C(=C2)F)C=2C=C1N=CC=NC1=CC2)CC(C)(O)C